C(CC)[Si](COCCC)(COCCC)CCC di-propylbis(propoxymethyl)silane